pentaerythritol tetra(3-mercaptoisobutyrate) SCC(C(=O)OCC(COC(C(CS)C)=O)(COC(C(CS)C)=O)COC(C(CS)C)=O)C